propyl-methyltrimethoxysilane C(CC)CO[Si](OC)(OC)C